CC1=C(C=C(C=C1)NC(=O)C12C(CCC(N1)C2)C(=O)O)C2=NC=CC=C2 ((4-methyl-3-(pyridin-2-yl)phenyl)carbamoyl)-6-azabicyclo[3.1.1]heptane-2-carboxylic acid